C(C1=CC=CC=C1)OC(=O)N1N=CC2=CC3=C(C=C12)C(=C(N3C3=CC=C(C=C3)F)C(C)C)\C=C\C(=O)OC 5-(4-fluorophenyl)-6-isopropyl-7-[(E)-3-methoxy-3-oxo-prop-1-enyl]Pyrrolo[2,3-f]Indazole-1-carboxylic acid benzyl ester